ClC1=CC=2C(C3=CC(=CC=C3C2C=C1)Cl)(CC(CCCC)CC)CC(CCCC)CC 2,7-dichloro-9,9-bis(2-ethylhexyl)fluorene